O[C@@H](C(=O)N1CC2=C(CCC1)N=C(NC2=O)C2(CC2)C=2C=NC=C(C2)C2=CC=CC=C2)C=2C=C(C=CC2)C2=CC(=CC=C2)OC(F)(F)F (R)-6-(2-hydroxy-2-(3'-(trifluoromethoxy)-[1,1'-biphenyl]-3-yl)acetyl)-2-(1-(5-phenylpyridin-3-yl)cyclopropyl)-3,5,6,7,8,9-hexahydro-4H-pyrimido[5,4-c]azepin-4-one